9,10-difluoro-2,3-dihydro-3-methyl-7-oxo-7H-pyrido[1,2,3-de]-1,4-benzoxazine FC=1C(=C2C=3N(C(CO2)C)C=CC(C3C1)=O)F